2,2-Dilinoleyl-4-(4-dimethylaminobutyl)-[1,3]-dioxolane C(CCCCCCC\C=C/C\C=C/CCCCC)C1(OCC(O1)CCCCN(C)C)CCCCCCCC\C=C/C\C=C/CCCCC